4-(4-aminopyrrolo[2,1-f][1,2,4]triazin-7-yl)cyclohexanecarbonitrile NC1=NC=NN2C1=CC=C2C2CCC(CC2)C#N